Methyl (2Z,4E)-5-((S)-1-Hydroxy-2,6,6-trimethyl-4-oxo-3-(phenylethynyl)cyclohex-2-en-1-yl)-3-methylpenta-2,4-dienoate O[C@@]1(C(=C(C(CC1(C)C)=O)C#CC1=CC=CC=C1)C)/C=C/C(=C\C(=O)OC)/C